C(C1=CC=CC=C1)N1CC2(C(C1)C(=O)OC)CCN(CC2)CC2=CC=CC=C2 Methyl 2,8-dibenzyl-2,8-diazaspiro[4.5]decane-4-carboxylate